N1([C@@H](CCC1)C(=O)O)N[C@@H](CC(=O)[O-])C(=O)[O-] prolino-aspartate